C1([C@H](O)[C@@H](O)[C@H](O)[C@H](O1)CO)OC[C@@H]1[C@H]([C@@H]([C@H](C(O1)O[C@@H]([C@@H]([C@H](C=O)O)O)[C@H](O)CO)O)O)O glucosyl-(1→6)-glucosyl-(1→4)-glucose